C[C@@H]1N(C[C@H](N(C1)[C@@H](C)C=1C=C2N=C(C=NC2=CC1)C)C)C=1C=2C(N(C(N1)=O)C)=CN(N2)CC#N 2-(7-((2S,5R)-2,5-dimethyl-4-((S)-1-(3-methylquinoxalin-6-yl)ethyl)piperazine-1-yl)-4-methyl-5-oxo-4,5-dihydro-2H-pyrazolo[4,3-d]Pyrimidin-2-yl)acetonitrile